FC(C=1C(=C(C=CC1)[C@@H](C)NC1=NC(=NC=2NC(C(=NC12)C1(CC1)C(F)F)=O)C)F)F (R)-4-((1-(3-(difluoromethyl)-2-fluorophenyl)ethyl)amino)-6-(1-(difluoromethyl)cyclopropyl)-2-methylpteridin-7(8H)-one